tert-Butyl N-tert-butoxycarbonyl-N-[6-(4,4,5,5-tetramethyl-1,3,2-dioxaborolan-2-yl)-[1,2,4]triazolo[1,5-a]pyridin-2-yl]carbamate C(C)(C)(C)OC(=O)N(C(OC(C)(C)C)=O)C1=NN2C(C=CC(=C2)B2OC(C(O2)(C)C)(C)C)=N1